C=C1CC(CC1)=C 1,3-dimethylencyclopentan